6-chloro-4-((4-fluoro-2-meth-ylphenyl)-amino)-N-(6-methoxy-2-methylpyridin-3-yl)nicotinamide ClC1=NC=C(C(=O)NC=2C(=NC(=CC2)OC)C)C(=C1)NC1=C(C=C(C=C1)F)C